4-{1-[(tertbutyldimethylsilyl)oxy]propan-2-yl}-3-(1-ethoxyvinyl)-5-ethynylpyridazine C(C)(C)(C)[Si](OCC(C)C1=C(N=NC=C1C#C)C(=C)OCC)(C)C